C(C1=CC=CC=C1)OC1=NOC(=C1)C(C#N)C(C)C 2-(3-benzyloxyisoxazol-5-yl)-3-methyl-butyronitrile